(2S)-2-(2-bromoacetamido)-N-(2,6-dioxopiperidin-3-yl)-3-phenylpropionamide BrCC(=O)N[C@H](C(=O)NC1C(NC(CC1)=O)=O)CC1=CC=CC=C1